2-amino-5-(2-(1-(oxetan-3-yl)piperidin-4-yl)-2H-indazol-5-yl)nicotinic acid NC1=C(C(=O)O)C=C(C=N1)C1=CC2=CN(N=C2C=C1)C1CCN(CC1)C1COC1